C(C)(C)OC=1C=CC(=NC1)N1CC[C@@H]2CN(CC[C@@H]21)C2=C(C(N(C1=CC=C(N=C21)Cl)C)=O)C#N 4-[(3aR,7aS)-1-(5-isopropoxy-2-pyridyl)-3,3a,4,6,7,7a-hexahydro-2H-pyrrolo[3,2-c]pyridin-5-yl]-6-chloro-1-methyl-2-oxo-1,5-naphthyridine-3-carbonitrile